4-(6,7-Dimethoxy-4-(1,4-dioxa-8-azaspiro[4.5]decan-8-yl)quinoline-3-carbonyl)-N-ethylpiperazine-1-carboxamide COC=1C=C2C(=C(C=NC2=CC1OC)C(=O)N1CCN(CC1)C(=O)NCC)N1CCC2(OCCO2)CC1